1-(2-chlorothieno[3,2-d]pyrimidin-4-yl)-N-(4-fluorophenyl)piperidine-4-carboxamide ClC=1N=C(C2=C(N1)C=CS2)N2CCC(CC2)C(=O)NC2=CC=C(C=C2)F